ClC1=C(C=CC=C1)C1=NC=2NC(N(C(C2N1C1=CC=C(C=C1)Cl)=O)C[C@@H](C(=O)OC)C)=O Methyl (2S)-3-[8-(2-chlorophenyl)-7-(4-chlorophenyl)-2,6-dioxo-3H-purin-1-yl]-2-methylpropanoate